ClC=1C=C2C(=NC(=NC2=CC1)NN)N(C1=CC=CC=C1)C 6-chloro-2-hydrazinyl-N-methyl-N-Phenylquinazolin-4-amine